5,10-dihydro-5,5-diphenyl-10-(4-(9,9-diphenylacridin-10(9H)-yl)phenyl)benzo[b][1,7]naphthyridine C1(=CC=CC=C1)C1(C2=C(N(C=3C=NC=CC13)C1=CC=C(C=C1)N1C=3C=CC=CC3C(C3=CC=CC=C13)(C1=CC=CC=C1)C1=CC=CC=C1)C=CC=C2)C2=CC=CC=C2